C(C)N(CCN)CC#C N1-ethyl-N1-(prop-2-yn-1-yl)ethane-1,2-diamine